COCCCO[Si](OCCC)(OCCC)CC1=CC=CC=C1 methoxybenzyl-tripropoxysilane